BrC=1SC(=CN1)CO 2-Bromothiazole-5-methanol